dihydroxy-4,4'-bis(2-hydroxyethyl)benzophenone OC=1C(=C(C(=O)C2=CC=C(C=C2)CCO)C=CC1CCO)O